C1(=CC=CC=C1)C1=C2NC(=C1)C=C1C=CC(=N1)C=C1C=CC(N1)=CC=1C=CC(N1)=C2 phenylporphyrin